Tert-butyl (2-amino-4-(thiophen-2-yl)phenyl)carbamate NC1=C(C=CC(=C1)C=1SC=CC1)NC(OC(C)(C)C)=O